ClC1=CC2=C(C=N1)C=C(N2COCC[Si](C)(C)C)C2=CC(=NC=C2)N(C(OC(C)(C)C)=O)CC(F)(F)F tert-Butyl (4-(6-chloro-1-((2-(trimethylsilyl)ethoxy)methyl)-1H-pyrrolo[3,2-c]pyridin-2-yl)pyridin-2-yl)(2,2,2-trifluoroethyl)carbamate